(2S,3S,4R,5R)-2-((R)-1-(4-chlorophenyl)-1-hydroxyethyl)-5-(4-hydrazineylidene-1,4-dihydro-7H-pyrrolo[2,3-d]pyrimidin-7-yl)tetrahydrofuran-3,4-diol ClC1=CC=C(C=C1)[C@@](C)(O)[C@H]1O[C@H]([C@@H]([C@@H]1O)O)N1C=CC2=C1NC=NC2=NN